6-bromo-N-(6-(4-isopropyl-4H-1,2,4-triazol-3-yl)pyridin-2-yl)-3,4-dihydroquinoline-1(2H)-carboxamide BrC=1C=C2CCCN(C2=CC1)C(=O)NC1=NC(=CC=C1)C1=NN=CN1C(C)C